CC1=C(C2=C(C=3N1N=CN3)CN(C2)C(CC2CN(C2)C=2C=NC(=CC2)OCC)=O)C 1-(5,6-dimethyl-7,9-dihydro-8H-pyrrolo[3,4-c][1,2,4]triazolo[1,5-a]pyridin-8-yl)-2-(1-(6-ethoxypyridin-3-yl)azetidin-3-yl)ethan-1-one